tert-butyl (3-methyl-4-(4,4,5,5-tetramethyl-1,3,2-dioxaborolan-2-yl)phenyl)carbamate CC=1C=C(C=CC1B1OC(C(O1)(C)C)(C)C)NC(OC(C)(C)C)=O